FC=1C=C(C(=O)NCCNC)C=CC1 3-fluoro-N-(2-(methylamino)ethyl)benzamide